OC1COC(=C(C1=O)O)CC 2,3-dihydro-3,5-dihydroxyl-6-ethyl-4H-pyran-4-one